BrC1=C(NC)C=CC=C1 2-bromo-N-methylaniline